3-({[(1R)-5-fluoro-1,2,3,4-tetrahydronaphthalen-1-yl]methyl}amino)pyridine-4-carboxylic acid FC1=C2CCC[C@H](C2=CC=C1)CNC=1C=NC=CC1C(=O)O